C1(CC1)C(C1=C(NC=2N(C1=O)N=C(C2N2CCCCC2)C2=CC=CC=C2)C)C2=CC=C(C=C2)OC 6-(cyclopropyl-(4-methoxyphenyl)methyl)-5-methyl-2-phenyl-3-(piperidin-1-yl)pyrazolo[1,5-a]pyrimidin-7(4H)-one